Cl.Cl.NC1CCN(CC1)CC1=C(C=CC=C1)C=1C(=CC(N(C1)C)=O)OC 5-(2-((4-Aminopiperidin-1-yl)methyl)phenyl)-4-methoxy-1-methylpyridin-2(1H)-one dihydrochloride